ClC=1C=C(C=CC1OCC1CC1)C1=CC(=CN=N1)C(=O)NC(C)C=1C(=NC=CC1)OC 6-[3-chloro-4-(cyclopropylmethoxy)phenyl]-N-(1-(2-methoxypyridin-3-yl)ethyl)pyridazine-4-carboxamide